(7S)-9-(2-chloro-6-fluoro-phenyl)-3-cyclopropyl-7-methyl-16-thia-2,4,5,8-tetraazatetracyclo[8.6.0.02,6.011,15]Hexadecan ClC1=C(C(=CC=C1)F)C1N[C@H](C2NNC(N2C2SC3CCCC3C12)C1CC1)C